(3E)-14,14-dinonyloxy-3-tetradecen-1-ol C(CCCCCCCC)OC(CCCCCCCCC/C=C/CCO)OCCCCCCCCC